ClC1=C(C=CC=C1)[C@@H](C)OC(=O)NC1=C(SC=C1)C1=CC=C(C=C1)NC(=O)C1C(C1C(=O)OC)(F)F methyl 3-((4-(3-((((R)-1-(2-chlorophenyl)ethoxy)carbonyl)amino)thiophen-2-yl)phenyl)carbamoyl)-2,2-difluorocyclopropane-1-carboxylate